Bismuth oxyiodide hydroxide O(I)O.[Bi]